CN(CC1=CC(=CC=C1)OC(F)(F)F)CC1=CC(=NC=C1)C=1C=C2CN(C(C2=CC1)=O)C1C(NC(CC1)=O)=O 3-(5-(4-((methyl(3-(trifluoromethoxy)benzyl)amino)methyl)pyridin-2-yl)-1-oxoisoindolin-2-yl)piperidine-2,6-dione